4-[(trifluoromethyl)thio]aniline FC(SC1=CC=C(N)C=C1)(F)F